S1C(=NC=C1)C1=NN=C(S1)NC(=O)C=1C(N(C2=CC=C(C=C2C1O)C)CC)=O N-(5-(thiazol-2-yl)-1,3,4-thiadiazol-2-yl)-1-ethyl-6-methyl-4-hydroxy-2-quinolone-3-carboxamide